2-chloro-N-(5-(2-(((1s,4s)-4-(dimethylamino)cyclohexyl)amino)-8-ethylquinazolin-6-yl)-3-fluoro-6-methoxypyridin-2-yl)benzenesulfonamide ClC1=C(C=CC=C1)S(=O)(=O)NC1=NC(=C(C=C1F)C=1C=C2C=NC(=NC2=C(C1)CC)NC1CCC(CC1)N(C)C)OC